C(C)C=1C=C(C(=O)NC2CCC(CC2)NC2=CC=CC=3N2C=C(N3)C(F)(F)F)C=CC1 3-ethyl-N-[(1s,4s)-4-{[2-(trifluoromethyl)imidazo[1,2-a]pyridin-5-yl]amino}cyclohexyl]benzamide